C(C=C)(=O)N[C@H](COC=1C(=NC=NC1N)C=1C(=C(C=C(C1)F)NC(C1=C(C=C(C=C1)C1CC1)F)=O)C)C (S)-N-(3-(5-(2-Acrylamidopropoxy)-6-aminopyrimidin-4-yl)-5-fluoro-2-methylphenyl)4-cyclopropyl-2-fluorobenzamide